rac-(3R,4R)-3-Fluoro-N,2,2,6,6-pentamethylpiperidin-4-amine F[C@H]1C(NC(C[C@H]1NC)(C)C)(C)C |r|